C1(=CC=CC2=CC=CC=C12)C(C)C1=NC(=NO1)C=1C=C(C=CC1)NCC1=CC=C(S1)C(=O)O 5-(((3-(5-(1-(Naphthalen-1-yl)ethyl)-1,2,4-oxadiazol-3-yl)phenyl)amino)methyl)thiophene-2-carboxylic acid